FC1=CC=C2C(=CC=NC2=C1)N1CCN(CC1)C(=O)[C@@H]1CN(CC1)S(=O)(=O)C=1N(C=CN1)C (S)-(4-(7-fluoroquinolin-4-yl)piperazin-1-yl)(1-((1-methyl-1H-imidazol-2-yl)sulfonyl)pyrrolidin-3-yl)methanone